N-{3-[(trans)-4-hydroxycyclohexyl]phenyl}-2-(4-hydroxy-3-methoxyphenyl)acetamide cis-4-Decenyl-acetate C(CC\C=C/CCCCC)CC(=O)O.O[C@@H]1CC[C@H](CC1)C=1C=C(C=CC1)NC(CC1=CC(=C(C=C1)O)OC)=O